C(#C)C1=C2C(=CC(=CC2=CC=C1F)O)C1=C(C=2N=C(N=C(C2C=N1)N(C[C@@H]1NCCCC1)C)N1CCOCC1)F (R)-5-ethynyl-6-fluoro-4-(8-fluoro-4-(methyl(piperidin-2-ylmethyl)amino)-2-morpholinopyrido[4,3-d]pyrimidin-7-yl)naphthalen-2-ol